4-tert-butoxy-2-[4-(trifluoromethyl)anilino]pyridine-3-carbonitrile C(C)(C)(C)OC1=C(C(=NC=C1)NC1=CC=C(C=C1)C(F)(F)F)C#N